CCCCC(CC)COP(=O)(OCC(CC)CCCC)OC1=CC=CC=C1 bis(2-ethylhexyl)phenyl phosphate